C(C)(C)(C)OC(NC1CCN(CC1)C1=NC(=C(C(=C1)OC)C=C)C1=CC(=C(C=C1)C#N)F)=O (1-(6-(4-cyano-3-fluorophenyl)-4-methoxy-5-vinylpyridin-2-yl)piperidin-4-yl)carbamic acid tert-butyl ester